C1(CCCC1)N1C(C(N(C=2C=NC(=NC12)NC1=C(C=C(C(=O)NCCOCCOCCOCCOCCN(C(OCC[Si](C)(C)C)=O)C)C=C1)OC)C)=O)CC 2-trimethylsilylethyl N-[2-[2-[2-[2-[2-[[4-[(8-cyclopentyl-7-ethyl-5-methyl-6-oxo-7H-pteridin-2-yl)amino]-3-methoxy-benzoyl]amino] ethoxy]ethoxy]ethoxy]ethoxy]ethyl]-N-methyl-carbamate